NCCOCCOCCOC=1C=C2CCN[C@@](C2=CC1OC1=CC(=C(C=C1)C1=CC=C(C=C1)C(=O)OC)F)(CC(NC=1SC=CN1)=O)C methyl (R)-4'-((6-(2-(2-(2-aminoethoxy)ethoxy)ethoxy)-1-methyl-1-(2-oxo-2-(thiazol-2-ylamino)ethyl)-1,2,3,4-tetrahydroisoquinolin-7-yl)oxy)-2'-fluoro-[1,1'-biphenyl]-4-carboxylate